1,3-propylene succinate C1(CCC(=O)OCCCO1)=O